3-Chloro-5-[(4-methoxyphenyl)methyl]pyrrolo[3,2-c]pyridazine-6-carbaldehyde ClC1=CC2=C(N=N1)C=C(N2CC2=CC=C(C=C2)OC)C=O